FC(C1C(C1)C(=O)O)(F)F 2-(trifluoromethyl)cyclopropanecarboxylic acid